5-(4-((5-fluoro-3-oxo-3,4-dihydrospiro[benzo[b][1,4]oxazine-2,1'-cyclopropan]-6-yl)methyl)piperazin-1-yl)-N,6-dimethylpicolinamide FC1=C(C=CC=2OC3(CC3)C(NC21)=O)CN2CCN(CC2)C=2C=CC(=NC2C)C(=O)NC